2,2-dimethyl-N-(1-(7-methylthieno[3,2-d]pyrimidin-4-yl)piperidin-4-yl)-3-phenylpropanamide CC(C(=O)NC1CCN(CC1)C=1C2=C(N=CN1)C(=CS2)C)(CC2=CC=CC=C2)C